N5-(4-((1-methylpiperidin-4-yl)methoxy)phenethyl)-2-(furan-2-yl)-[1,2,4]triazolo[1,5-a][1,3,5]triazine-5,7-diamine CN1CCC(CC1)COC1=CC=C(CCNC2=NC=3N(C(=N2)N)N=C(N3)C=3OC=CC3)C=C1